2-tert-Butyl-5-nitro-1H-benzimidazole C(C)(C)(C)C1=NC2=C(N1)C=CC(=C2)[N+](=O)[O-]